O1COC2=C1C=CC(=C2)NC2=NC(=NC=C2C(F)(F)F)NC2=C(C(=CC=C2)Cl)Cl N4-(benzo[d][1,3]dioxol-5-yl)-N2-(2,3-dichlorophenyl)-5-(trifluoromethyl)pyrimidine-2,4-diamine